non-2,6-dien-1-yl dodecanoate C(CCCCCCCCCCC)(=O)OCC=CCCC=CCC